CON(C(=O)C1CC1)CC1=CC=C(C=C1)C1=NOC(=N1)C(F)(F)F N-methoxy-N-({4-[5-(trifluoromethyl)-1,2,4-oxadiazolyl]phenyl}methyl)cyclopropanecarboxamide